N-(1-(4-fluoro-3-methoxyphenyl)-1-hydroxy-2-methylpropan-2-yl)thieno[3,2-b]pyridine-6-carboxamide FC1=C(C=C(C=C1)C(C(C)(C)NC(=O)C=1C=C2C(=NC1)C=CS2)O)OC